N1(N=CC=C1)C1=CC=C(CN(C2=CC(=NC=C2)COCCN2CCOCC2)CC2=CC(=CC=C2)OC)C=C1 N-(4-(1H-pyrazol-1-yl)benzyl)-N-(3-methoxybenzyl)-2-((2-morpholinoethoxy)methyl)pyridin-4-amine